tert-butyl (S)-2-((bis(methyl-d3)amino)methyl)azetidine-1-carboxylate C([2H])([2H])([2H])N(C([2H])([2H])[2H])C[C@H]1N(CC1)C(=O)OC(C)(C)C